methyloltriethoxysilane C(O)[Si](OCC)(OCC)OCC